COCC(C(=O)O)Br 3-methoxy-2-bromopropionic acid